5-amino-6-(5-methyl-1H-indazol-4-yl)-2-tributylstannyl-pyrimidine-4-carboxamide NC=1C(=NC(=NC1C1=C2C=NNC2=CC=C1C)[Sn](CCCC)(CCCC)CCCC)C(=O)N